Cl[C@H](CCCCC(=O)O)CCCl (R)-(+)-6,8-dichlorooctanoic acid